5-pyrimidinylmethanol N1=CN=CC(=C1)CO